N-(4-((3-chloro-4-fluorophenyl)amino)-2-(naphthalen-1-yl)quinazolin-6-yl)-4-methylbenzamide ClC=1C=C(C=CC1F)NC1=NC(=NC2=CC=C(C=C12)NC(C1=CC=C(C=C1)C)=O)C1=CC=CC2=CC=CC=C12